ClC=1C=C2C(=CC1)NC(C21CCN(CC1)CCOC=1C=C(N2C=C(N=C2C1)C1CC(C1)(C)O)C(F)(F)F)=O 5-chloro-1'-(2-{2-[(cis)-3-hydroxy-3-methylcyclobutyl]-4-(trifluoromethyl)-1,3a-diaza-6-indenyloxy}ethyl)spiro[indoline-3,4'-piperidin]-2-one